(2S)-2-amino-N-(5-(1-(5,5-difluoro-2-oxopiperidin-1-yl)-2-((2R,6R)-2,6-dimethylmorpholino)ethyl)thiazol-2-yl)-2-((1r,4S)-4-methylcyclohexyl)acetamide N[C@H](C(=O)NC=1SC(=CN1)C(CN1C[C@H](O[C@@H](C1)C)C)N1C(CCC(C1)(F)F)=O)C1CCC(CC1)C